CN([C@@H]1CC[C@H](CC1)N)C trans-N,N-dimethyl-1,4-cyclohexandiamine